O1C=NC2=C1C=CC=C2 benzo-2-oxazoline